(S)-2-vinylazepane hydrochloride Cl.C(=C)[C@H]1NCCCCC1